C(C1=CC=CC=C1)OC(=O)N1CC2(CC1C)NC(COC2)=O 3-methyl-7-oxo-9-oxa-2,6-diazaspiro[4.5]decane-2-carboxylic acid benzyl ester